2-[4-(3S)-(1,1-difluoro-5-azaspiro[2.5]octan-5-yl)piperidin-1-yl]-N-[(3,5-difluoropyridin-2-yl)methyl]-1,3-thiazole-5-carboxamide FC1(C[C@@]12CN(CCC2)C2CCN(CC2)C=2SC(=CN2)C(=O)NCC2=NC=C(C=C2F)F)F